O=C(C(=O)OCCC=CCC)C 3-HEXENYL 2-OXOPROPIONATE